C(#N)N1C[C@@](CCC1)(F)C=1OC2=C(N1)C=C(C=C2)C2=NC=CC(=N2)C#N (R)-2-(2-(1-cyano-3-fluoropiperidin-3-yl)benzo[d]oxazol-5-yl)pyrimidine-4-carbonitrile